C1(=CC=CC=C1)N\C=N\C1=CC=CC=C1 (E)-N,N'-bis(phenyl)formamidine